4-(4-Chlorophenyl)-2-(3,4-dichlorobenzyl)imidazole ClC1=CC=C(C=C1)C=1N=C(NC1)CC1=CC(=C(C=C1)Cl)Cl